CC(=O)N[C@@H]1[C@H](CC(O[C@H]1[C@@H]([C@@H](COP(=O)(O)O)O)O)(C(=O)O)O)O The molecule is an amino sugar phosphate. It has a role as a human metabolite and a mouse metabolite. It derives from a N-acetylneuraminate.